NC=1C=CC(=NC1)NC1=NC=C(C=C1)N 2-N-(5-Aminopyridin-2-yl)pyridine-2,5-diamine